1-[2-fluoro-4-(5-{2-[3-(trifluoromethoxy)phenyl]acetamido}-1,3,4-thiadiazol-2-yl)butyl]-N-[(6-methylpyridin-3-yl)methyl]-1H-1,2,3-triazole-4-carboxamide FC(CN1N=NC(=C1)C(=O)NCC=1C=NC(=CC1)C)CCC=1SC(=NN1)NC(CC1=CC(=CC=C1)OC(F)(F)F)=O